1-(tert-butyl)-N-(2-fluoro-4-(6-(4-methylpiperazin-1-yl)pyrazolo[1,5-a]pyrazin-4-yl)benzyl)-1H-1,2,3-triazole-4-carboxamide trifluoroacetate FC(C(=O)O)(F)F.C(C)(C)(C)N1N=NC(=C1)C(=O)NCC1=C(C=C(C=C1)C=1C=2N(C=C(N1)N1CCN(CC1)C)N=CC2)F